OC[C@@H](CCC1=CC=CC=C1)NC(OCCCC)=O butyl (R)-(1-hydroxy-4-phenylbutan-2-yl)carbamate